2-(4,4-difluoropiperidin-1-yl)-6-methylpyrimidin-4-carboximidohydrazide FC1(CCN(CC1)C1=NC(=CC(=N1)C(NN)=N)C)F